monophenyl ether phosphate P(=O)(O)(O)O.C1(=CC=CC=C1)OC1=CC=CC=C1